BrC1=CC=CC=2C(COC21)(C)C(\C=C\N(C)C)=O (E)-1-(7-Bromo-3-methyl-2,3-dihydrobenzofuran-3-yl)-3-(dimethylamino)prop-2-en-1-one